N[C@]1(CC(CC1)(F)F)COC=1C=C(C=C(C1C#N)SC)C1=CN=C2N1C(=CC=C2)C#N (R)-3-(3-((1-Amino-3,3-difluorocyclopentyl)methoxy)-4-cyano-5-(methylthio)phenyl)imidazo[1,2-a]pyridine-5-carbonitrile